CC(C=C)(CC\C=C(/CC)\C)OC(C=CC1=CC=CC=C1)=O (Z)-3,7-Dimethylnona-1,6-dien-3-ylcinnamat